NC([C@H](CC1=CC=C(C=C1)I)NC(=O)[C@H]1OCCCN(C1)C(=O)OC(C)(C)C)=O tert-butyl (2S)-2-{[(2S)-1-amino-3-(4-iodophenyl)-1-oxopropan-2-yl]Carbamoyl}-1,4-oxaazepane-4-carboxylate